COC(=O)C=1SC(=C(C1)C)S(=O)(=O)NO 5-(Hydroxylaminosulfonyl)-4-methylthiophene-2-carboxylic acid methyl ester